di-O-galloyl-glucose C(C1=CC(O)=C(O)C(O)=C1)(=O)O[C@@H](C=O)[C@@H](OC(C1=CC(O)=C(O)C(O)=C1)=O)[C@H](O)[C@H](O)CO